N-(5-((6-((R)-3-(3-chloro-2-fluorophenyl)isoxazolidine-2-yl)pyrimidine-4-yl)amino)-4-methoxy-2-(4-((R)-2-methylmorpholino)piperidine-1-yl)phenyl)acrylamide ClC=1C(=C(C=CC1)[C@@H]1N(OCC1)C1=CC(=NC=N1)NC=1C(=CC(=C(C1)NC(C=C)=O)N1CCC(CC1)N1C[C@H](OCC1)C)OC)F